tert-butyl 6-(3-cyano-4-(2-fluorophenyl)-7-(methyl-L-prolyl)-5,6,7,8-tetrahydro-1,7-naphthyridin-2-yl)-2,6-diazaspiro[3.4]octane-2-carboxylate C(#N)C=1C(=NC=2CN(CCC2C1C1=C(C=CC=C1)F)C([C@H]1N(CCC1)C)=O)N1CC2(CN(C2)C(=O)OC(C)(C)C)CC1